NC=1C=CC(=C2CN(C(C12)=O)CC(C#N)=C)C=1C=C2C(=NNC2=C(C1)C)C 2-[[7-amino-4-(3,7-dimethyl-1H-indazol-5-yl)-1-oxo-isoindolin-2-yl]methyl]prop-2-enenitrile